FC1=C(C=CC=C1F)C1=CC=CC(=N1)N 6-(2,3-difluorophenyl)pyridin-2-amine